CC=1C=NC=C(C(=O)NC2=CC(=CC=C2)[C@H](C)NC=2C=C3C(=NC2)C=C(O3)C)C1 (S)-5-methyl-N-(3-(1-((2-methylfuro[3,2-b]pyridin-6-yl)amino)ethyl)phenyl)nicotinamide